BrC=1C=C(C(=NC1)OCCCN1CC(CC1)OC)[N+](=O)[O-] 5-Bromo-2-(3-(3-methoxypyrrolidin-1-yl)propoxy)-3-nitropyridine